5-((2-cyclopropyl-2-azaspiro[3.3]heptan-6-yl)oxy)-N-((3-methyl-pyridin-2-yl)carbamothioyl)picolinimidamide C1(CC1)N1CC2(C1)CC(C2)OC=2C=CC(=NC2)C(NC(NC2=NC=CC=C2C)=S)=N